3-fluoro-N-[(3R,4S)-4-fluoro-1-(2-fluorobenzoyl)pyrrolidin-3-yl]benzamide FC=1C=C(C(=O)N[C@@H]2CN(C[C@@H]2F)C(C2=C(C=CC=C2)F)=O)C=CC1